anthracentriol C1(=C(C(=CC2=CC3=CC=CC=C3C=C12)O)O)O